C1(CC1)C(O)C1=NC=CC(=C1)OC cyclopropyl-(4-methoxy-2-pyridyl)methanol